OC1(CN(C1)C1=CC=C(C=N1)C1CN(C1)C(=O)OC(C)(C)C)C tert-Butyl 3-[6-(3-hydroxy-3-methyl-azetidin-1-yl)-3-pyridyl]azetidine-1-carboxylate